C(C#C)OCCNC(OC(C)(C)C)=O tertbutyl (2-(prop-2-yn-1-yloxy)ethyl)carbamate